6-(2-chlorophenyl)-5-ethynyl-2-{[3-(hydroxymethyl)phenyl]amino}-8-methylpyrido[2,3-d]pyrimidin-7-one ClC1=C(C=CC=C1)C1=C(C2=C(N=C(N=C2)NC2=CC(=CC=C2)CO)N(C1=O)C)C#C